2-[2-bromoimidazo[2,1-b][1,3,4]thiadiazol-6-yl]-5,6-dimethoxypyrazolo[1,5-a]pyridine BrC1=NN2C(S1)=NC(=C2)C2=NN1C(C=C(C(=C1)OC)OC)=C2